2-((3S,4S)-4-amino-3-methyl-2-oxa-8-azaspiro[4.5]decan-8-yl)-5-(2,3-dichloropyridin-4-yl)-6-methylpyrimidine-4-carbonitrile N[C@@H]1[C@@H](OCC12CCN(CC2)C2=NC(=C(C(=N2)C#N)C2=C(C(=NC=C2)Cl)Cl)C)C